C(CCCCCC)OC(=O)C1=CC=C(O)C=C1 Heptylparaben